BrC1=NC(=CC(=C1N)OC)C 2-bromo-4-methoxy-6-methylpyridin-3-amine